C(C1=CC=CC=C1)OC1=C2C(=NC(=N1)N1[C@@H](COCC1)CC(=O)O)N(N=C2)C2=C(C=C(C=C2)F)F 2-[(3R)-4-[4-benzyloxy-1-(2,4-difluorophenyl)pyrazolo[3,4-d]pyrimidin-6-yl]morpholin-3-yl]acetic acid